(1R,3R,4R)-N-[(1S)-1-cyano-2-[(3S)-2-oxo-3-piperidyl]ethyl]-5,5-difluoro-2-[(2R)-4-methyl-2-[(2,2,2-trifluoroacetyl)amino]pentanoyl]-2-azabicyclo[2.2.2]octane-3-carboxamide C(#N)[C@H](C[C@H]1C(NCCC1)=O)NC(=O)[C@@H]1N([C@H]2CC([C@@H]1CC2)(F)F)C([C@@H](CC(C)C)NC(C(F)(F)F)=O)=O